2-bromo-4-chloro-3,5-difluoro-1-iodobenzene BrC1=C(C=C(C(=C1F)Cl)F)I